N-(4-(2-(hydroxymethyl)pyrrolidin-1-yl)phenyl)-4-((8-methyl-2,3-dihydro-1H-pyrido[2,3-b][1,4]oxazin-7-yl)amino)-2-oxo-1,2-dihydropyridine-3-carboxamide OCC1N(CCC1)C1=CC=C(C=C1)NC(=O)C=1C(NC=CC1NC1=C(C2=C(OCCN2)N=C1)C)=O